ClC1=C(C=CC(=C1)Cl)[C@@H]1COCCN1C=1C(=C(C(=O)N[C@H](C)\C=C\S(=O)(=O)C)C=CC1)F ((R)-3-(2,4-Dichlorophenyl)morpholino)-2-fluoro-N-((R,E)-4-(methylsulfonyl)but-3-en-2-yl)benzamide